1,5,9-Tri-methyl-13-oxabicyclo[10.1.0]trideca-4,8-dien CC12CCC=C(CCC=C(CCC2O1)C)C